(2-((4-aminocyclohexyl)amino)ethyl)-6-(4-fluorophenyl)-1H-indole-2-carboxamide hydrochloride Cl.NC1CCC(CC1)NCCN1C(=CC2=CC=C(C=C12)C1=CC=C(C=C1)F)C(=O)N